tert-butyl N-[(6S)-1-(7-chloro-8-fluoro-2-{[1-(morpholin-4-ylmethyl)cyclopropyl]methoxy}pyrido[4,3-d]pyrimidin-4-yl)-4-methyl-1,4-diazepan-6-yl]carbamate ClC1=C(C=2N=C(N=C(C2C=N1)N1CCN(C[C@@H](C1)NC(OC(C)(C)C)=O)C)OCC1(CC1)CN1CCOCC1)F